N1=CN=C(C2=CC=CC=C12)C=O quinazolin-4-yl-methanone